C1C2C=CC=CC2NN1 TETRAHYDROINDAZOLE